C(C=C)S(=O)(=O)N[C@@H]1[C@@H](N(CCC1)C(=O)OC(C)C)CC1=NC(=CC=C1)C(=C)C isopropyl cis-3-((allylsulfonyl)amino)-2-((6-(prop-1-en-2-yl)pyridin-2-yl)methyl)piperidine-1-carboxylate